C1(=CC=CC=C1)C=1C(=CC(=CC1)N)C1=CC=CC=C1 terphenyl-4'-yl-amine